BrC1=NC=CC(=C1)N1CCC(CC1)C=O 1-(2-bromo-4-pyridinyl)piperidine-4-carbaldehyde